NC1=C(C(=O)OC)C=C(C=C1OC1CCOCC1)Br Methyl 2-amino-5-bromo-3-((tetrahydro-2H-pyran-4-yl)oxy)benzoate